(S)-6-tert-butyl-1-fluoro-10-methoxy-9-(3-methoxypropoxy)-2-oxo-6,7-dihydro-2H-pyrido[2,1-a]isoquinoline-3-carboxylic acid C(C)(C)(C)[C@H]1N2C(C3=CC(=C(C=C3C1)OCCCOC)OC)=C(C(C(=C2)C(=O)O)=O)F